C(CCCC)[C@@H]1CC[C@H](CC1)C1=CC=C(C=C1)F trans-4-(4-pentylcyclohexyl)fluorobenzene